BrC=1C=C(C=C(C1)F)NC1CCN(CC1)C N-(3-bromo-5-fluorophenyl)-1-methylpiperidin-4-amine